O1CC(C1)OC1=C2C(=NC(=C1)C1=CNC3=CN=C(C=C31)NC(C)=O)C3(OCC2=O)COCC3 N-(3-(4'-(oxetan-3-yloxy)-5'-oxo-4,5,5',6'-tetrahydro-2H-spiro[furan-3,8'-pyrano[3,4-b]pyridin]-2'-yl)-1H-pyrrolo[2,3-c]pyridin-5-yl)acetamide